ClC1=C(C(=CC=C1)Cl)C1=CC=2N(N=C1OCC)C=NC(C2)=O (2,6-dichlorophenyl)-2-ethoxy-6H-pyrimido[1,6-b]pyridazin-6-one